C1=CC=CC2=[N+](C3=CC=CC=C3P=C12)[O-] Phenophosphazinin oxide